Ethyl 1-[2-(dimethylamino)ethyl]-1H-imidazole-5-carboxylate CN(CCN1C=NC=C1C(=O)OCC)C